N-[(2-methoxypyridin-4-yl)methyl]-1-(pyridin-3-yl)piperidin-3-amine COC1=NC=CC(=C1)CNC1CN(CCC1)C=1C=NC=CC1